3-{4-[(5-methoxy-2-methylphenyl)sulfamoyl]phenyl}-1-(pyridin-3-ylmethyl)urea COC=1C=CC(=C(C1)NS(=O)(=O)C1=CC=C(C=C1)NC(NCC=1C=NC=CC1)=O)C